N1C=CC2=CC(=CC=C12)C1=CNC2=NC=C(C=C21)C2=CC=C(C=C2)N2CCN(CC2)C 3-(1H-indol-5-yl)-5-[4-(4-methylpiperazin-1-yl)phenyl]-1H-pyrrolo[2,3-b]pyridine